(3-(3-methyl-2-oxo-tetrahydropyrimidin-1(2H)-yl)propyl)pyrimidine-5-carbonitrile CN1C(N(CCC1)CCCC1=NC=C(C=N1)C#N)=O